C(C)N1N=CC(=C1)CN1C(NC(=C1)C)=O 1-[(1-ethyl-1H-pyrazol-4-yl)methyl]-4-methyl-1,3-dihydro-2H-imidazol-2-one